N1(CCC(CC1)NC1=CC(=C(C(=O)N(C)C)C=C1)Cl)C1CCNCC1 4-(1,4'-bipiperidin-4-ylamino)-2-chloro-N,N-dimethylbenzamide